OCCN(CC#N)C1=CC=CC2=CC=CC=C12 2-[(2-Hydroxyethyl)(naphthalen-1-yl)amino]acetonitrile